1,3-di-tert-butyl-5-chloro-9,9-dimethyl-9H-fluoren C(C)(C)(C)C1=CC(=CC=2C3=C(C=CC=C3C(C12)(C)C)Cl)C(C)(C)C